2-(7-fluoro-9H-carbazol-2-yl)-N-(3-fluorobenzyl)acetamide FC1=CC=C2C=3C=CC(=CC3NC2=C1)CC(=O)NCC1=CC(=CC=C1)F